1H-benzimidazole-2-carboxylic acid N1C(=NC2=C1C=CC=C2)C(=O)O